[Si](C)(C)(C(C)(C)C)OCC(C(=O)OCC)(C(=O)OCC)CCN1C(C2=CC=CC=C2C1=O)=O diethyl 2-(((tert-butyldimethylsilyl)oxy)methyl)-2-(2-(1,3-dioxoisoindolin-2-yl)ethyl)malonate